(S)-6-((1-(4-fluorophenyl)propan-2-yl)amino)-3-isopropylpyrimidine FC1=CC=C(C=C1)C[C@H](C)NC=1C=CN(CN1)C(C)C